4-(3-((2-(1-(cyclopropylsulfonyl)-1H-pyrazol-4-yl)pyrimidin-4-yl)amino)-5-isopropylisoquinolin-8-yl)-2-methylbut-3-yn-2-ol C1(CC1)S(=O)(=O)N1N=CC(=C1)C1=NC=CC(=N1)NC=1N=CC2=C(C=CC(=C2C1)C(C)C)C#CC(C)(O)C